Cl.N[C@@]1(CN(CCC1)C1=CC(=NC=C1C=1C=NN(C1)C(F)F)NC1=NC(=NC=C1)C1=C(C=CC=C1OC)F)C (S)-N-(4-(3-amino-3-methylpiperidin-1-yl)-5-(1-(difluoromethyl)-1H-pyrazol-4-yl)pyridin-2-yl)-2-(2-fluoro-6-methoxyphenyl)pyrimidin-4-amine hydrochloride